rel-5-{4-[(1R)-1-(7-ethyl-6-oxo-5H-1,5-naphthyridin-3-yl)ethyl]piperazin-1-yl}-N-methylpyridine-2-carboxamide C(C)C=1C(NC=2C=C(C=NC2C1)[C@@H](C)N1CCN(CC1)C=1C=CC(=NC1)C(=O)NC)=O |o1:12|